4-(fluoromethyl)-1-(3-sulfopropyl)pyridin-1-ium FCC1=CC=[N+](C=C1)CCCS(=O)(=O)O